COCCS(=O)(=O)C=1C=C2CNC(C2=CC1)C(=O)O 5-((2-Methoxyethyl)sulfonyl)isoindoline-1-carboxylic Acid